nickel-manganese-oxide [O-2].[Mn+2].[Ni+2].[O-2]